CN(C)CCOCCO 2-(N,N-Dimethyl-aminoethoxy)ethanol